3-(5-(aminomethyl)-4,6-difluoro-1-oxoisoindolin-2-yl)piperidine-2,6-dione NCC=1C(=C2CN(C(C2=CC1F)=O)C1C(NC(CC1)=O)=O)F